toluamide acetate C(C)(=O)O.C=1(C(=CC=CC1)C(=O)N)C